behenyl montanoate C(CCCCCCCCCCCCCCCCCCCCCCCCCCC)(=O)OCCCCCCCCCCCCCCCCCCCCCC